Cl.NC1CCC(CC1)N(C(C)=O)C1=CC=C(C=C1)Br N-((1r,4r)-4-aminocyclohexyl)-N-(4-bromophenyl)acetamide hydrochloride